(R)-2-(6-(2-(2-bromo-5-(trifluoromethoxy)benzyl)-2H-tetrazol-5-yl)pyridin-2-yl)-2-hydroxy-propane-1-sulfonamide BrC1=C(CN2N=C(N=N2)C2=CC=CC(=N2)[C@@](CS(=O)(=O)N)(C)O)C=C(C=C1)OC(F)(F)F